ClC1=CC2=C(C3=CC=CC=C3C(=C2C=C1)OCCCCC(=O)OC(C)(C)C)OCCCCC(=O)OC(C)(C)C 2-chloro-9,10-bis(tert-butoxycarbonylbutyleneoxy)anthracene